3-ethylsulfanyl-5-(trifluoromethyl)pyridine-2-carboxylic acid methyl ester COC(=O)C1=NC=C(C=C1SCC)C(F)(F)F